lithium tetrafluorophosphate (oxalate) C(C(=O)O)(=O)[O-].P(=O)(O)(O)F.P(=O)(O)(O)F.P(=O)(O)(O)F.P(=O)(O)(O)F.[Li+]